FC1=C(N=CC2=C1N=C(N=C2N)OC[C@]21CCCN1C[C@@H](C2)F)C2=CC=CC1=CC=CC(=C21)C#C[Si](C(C)C)(C(C)C)C(C)C 8-fluoro-2-(((2R,7aS)-2-fluorotetrahydro-1H-pyrrolizin-7a(5H)-yl)methoxy)-7-(8-((triisopropylsilyl)ethynyl)naphthalen-1-yl)pyrido[4,3-d]pyrimidin-4-amine